4-(2-fluoro-6-methoxyphenyl)-2-(4-methyl-6-((3-methylpyrrolidin-3-yl)amino)pyridin-2-yl)-2,3-dihydro-1H-pyrrolo[3,4-c]pyridin-1-one FC1=C(C(=CC=C1)OC)C1=NC=CC2=C1CN(C2=O)C2=NC(=CC(=C2)C)NC2(CNCC2)C